ClC1=NN=C(C2=CC=CC=C12)NCC1(OC(OC1)(C)C)C 4-chloro-N-[(2,2,4-trimethyl-1,3-dioxolan-4-yl)methyl]phthalazin-1-amine